(4R,5S)-5-fluoro-1-[4-({8-[3-(methanesulfonylmeth-yl)azetidin-1-yl]-5-(propan-2-yl)isoquinolin-3-yl}amino)pyrimidin-2-yl]-3,3-dimethylpiperidin-4-ol F[C@@H]1[C@@H](C(CN(C1)C1=NC=CC(=N1)NC=1N=CC2=C(C=CC(=C2C1)C(C)C)N1CC(C1)CS(=O)(=O)C)(C)C)O